N-[(2R)-1,4-Dioxan-2-ylmethyl]-8-methyl-2-[(3-methylpyridin-2-yl)methyl]-4,5-dihydro-2H-furo[2,3-g]indazol-7-carboxamid O1[C@@H](COCC1)CNC(=O)C1=C(C2=C(CCC3=CN(N=C23)CC2=NC=CC=C2C)O1)C